Cl.CC1=CC=C2C(=CC=NC2=C1)OC1CCNCC1 7-methyl-4-(piperidin-4-yloxy)quinoline hydrochloride